FC(C1=NNC2=CC=C(C=C12)N)(F)F 3-(trifluoromethyl)-1H-indazol-5-amine